O[C@H]1[C@H](O)[C@H](O)CO1 beta-D-erythrose